O[C@@H]1C(OC2=CC=CC=C2[C@H]1NC(=O)C=1C=C2[C@@H](C[C@H](C2=CC1)C)N1C(NC(CC1=O)(C)C)=N)(C)C (1R,3R)-N-[(3S,4R)-3-hydroxy-2,2-dimethyl-chroman-4-yl]-3-(2-imino-4,4-dimethyl-6-oxo-hexahydropyrimidin-1-yl)-1-methyl-indane-5-carboxamide